BrCC=1C(=C(C(=C(C1Br)Br)CBr)Br)Br 3,6-bis(bromomethyl)-1,2,4,5-tetrabromobenzene